4,4'-sulfinyldiphenol S(=O)(C1=CC=C(C=C1)O)C1=CC=C(C=C1)O